FC1=NC(=NC(=C1)F)N1C[C@H](O[C@H](C1)C)C (2R,6S)-4-(4,6-difluoropyrimidin-2-yl)-2,6-dimethylmorpholine